C(C)N1[C@@H](CCC1)[C@H](C)OC1OC(C2=CC=CC=C12)=O ((S)-1-((S)-1-ethylpyrrolidin-2-yl)ethoxy)isobenzofuran-1(3H)-one